(1r,3R,5S,7r)-3,5-dimethyladamantane CC12CC3CC(CC(C1)(C3)C)C2